(7R)-2-[4-(2-methoxyphenoxy)phenyl]-7-[4-(prop-2-enoyl)piperazin-1-yl]-4,5,6,7-tetrahydro-2H-pyrazolo[4,3-b]pyridine-3-carboxamide COC1=C(OC2=CC=C(C=C2)N2N=C3C(NCC[C@H]3N3CCN(CC3)C(C=C)=O)=C2C(=O)N)C=CC=C1